COC1CC2(CN(C2C)C(OC(C)(C)C)=S)C1 O-tert-butyl (4s,6s)-6-methoxy-1-methyl-2-azaspiro[3.3]heptane-2-carbothioate